FC(CNC(=O)NC1=NC=C(C=N1)C1=C2C(=NC=C1)NC(N2)=O)(F)F 1-(2,2,2-trifluoroethyl)-3-(5-(2,3-dihydro-2-oxo-1H-imidazo[4,5-b]pyridin-7-yl)pyrimidin-2-yl)urea